[4,10-Bis-carboxymethyl-7-(2-ethenesulfonyl-ethyl)-1,4,7,10-tetraaza-cyclododec-1-yl]-acetic acid C(=O)(O)CN1CCN(CCN(CCN(CC1)CCS(=O)(=O)C=C)CC(=O)O)CC(=O)O